(S)-N-((7-((5,5-Difluoro-2-oxotetrahydropyrimidin-1(2H)-yl)methyl)imidazo[1,2-b]pyridazin-2-yl)(4,4-difluorocyclohexyl)methyl)-1-isopropyl-1H-pyrazole-5-carboxamide FC1(CNC(N(C1)CC1=CC=2N(N=C1)C=C(N2)[C@@H](NC(=O)C2=CC=NN2C(C)C)C2CCC(CC2)(F)F)=O)F